C(C)(=O)C1=C2C=C(C(=NC2=CC(=C1)C)C#N)C1=CC(N(C=C1)C=1C=NN(C1)C)=O 5-acetyl-7-methyl-3-(1-(1-methyl-1H-pyrazol-4-yl)-2-oxo-1,2-dihydropyridin-4-yl)quinoline-2-carbonitrile